4-(5-(4-fluoropiperidine-1-carbonyl)-4-methyl-1H-pyrrolo[2,3-b]pyridin-1-yl)benzonitrile FC1CCN(CC1)C(=O)C=1C(=C2C(=NC1)N(C=C2)C2=CC=C(C#N)C=C2)C